CN[C@H]1C(O)(O[C@@H]([C@H]([C@@H]1O)O)CO)CCCCCCCCCC N-methyldecyl-D-glucosamine